CC1=CC=CC(=N1)C1=NC=CC(=N1)NC1=NC(=NC=C1)NC1=CC=C(C=C1)N1C(CNCC1)CC(=O)O[C@@H](CC)C [(1R)-1-methylpropyl] 2-[1-[4-[[4-[[2-(6-methyl-2-pyridyl)pyrimidin-4-yl]amino]pyrimidin-2-yl]amino]phenyl]piperazin-2-yl]acetate